NCC=1OC2=C(C(=NC=3C=C(C=CC23)C2=CC=NN2)N)N1 2-(aminomethyl)-7-(1H-pyrazol-5-yl)-[1,3]oxazolo[4,5-c]quinolin-4-amine